tert-butyl (2R,3S)-3-{[6-(cyclopropylcarbamoyl)-5-fluoropyridin-3-yl] oxy}-2-methylazetidine-1-carboxylate C1(CC1)NC(=O)C1=C(C=C(C=N1)O[C@@H]1[C@H](N(C1)C(=O)OC(C)(C)C)C)F